C1(C2N(C(CN1)=O)CCNC2)=O tetrahydro-2H-pyrazino[1,2-a]pyrazine-1,4(3H,6H)-dione